3,3'',5-tri-tert-butyl-5'-methyl-[1,1':3',1''-terphenyl] C(C)(C)(C)C=1C=C(C=C(C1)C(C)(C)C)C1=CC(=CC(=C1)C)C1=CC(=CC=C1)C(C)(C)C